4-((4-((5-carboxypentyl)oxy)phenyl)(pyridin-2-yl)methyl)phenylsulfate sodium [Na+].C(=O)(O)CCCCCOC1=CC=C(C=C1)C(C1=CC=C(C=C1)OS(=O)(=O)[O-])C1=NC=CC=C1